F[C@@]1([C@@H](C1)F)C1=NC(C2=CC=CC=C2C12CC2)=O ((1r,2r)-1,2-difluorocyclopropyl)-1'-oxo-1'H-spiro[cyclopropane-1,4'-isoquinoline]